C(=C)OCCOCCOCCOC vinyl-3,6,9-trioxadecyl ether